ClC=1C=C2C=CC(=NC2=CC1)NC(=O)[C@@H]1CC[C@H](CC1)NC(COC1=CC=C(C=C1)C(F)(F)F)=O trans-N-(6-chloroquinolin-2-yl)-4-(2-(4-(trifluoromethyl)phenoxy)acetamido)cyclohexanecarboxamide